C(C)C(C(=O)O)CCC ethylvaleric acid